CN1N=CC(=C1)C1=CC=2N(N=C1)C=CN2 7-(1-methyl-1H-pyrazol-4-yl)imidazo[1,2-b]pyridazine